FC=1C=CC(=C(C1)C1=NN(C=N1)C(C)C)OC (5-fluoro-2-methoxyphenyl)-1-(prop-2-yl)-1H-1,2,4-triazole